di-methyl-pyrazole CC1=CC(=NN1)C